2-hydroxy-2-methyl-1-(4-methylthiophenyl)propan-1-one OC(C(=O)C1=CC=C(C=C1)SC)(C)C